C(=O)(C=C)C1C(=O)NC(C1)=O acrylsuccinimid